benzofuran-3-yl-boronic acid pinacol ester O1C=C(C2=C1C=CC=C2)B2OC(C)(C)C(C)(C)O2